C12(CC3CC(CC(C1)C3)C2)CCCNC(=O)C2=NN(C(=C2C)C2=CC=C(C=C2)Cl)C2=C(C=C(C=C2)Cl)Cl N-(3-((3r,5r,7r)-adamantan-1-yl)propyl)-5-(4-chlorophenyl)-1-(2,4-dichlorophenyl)-4-methyl-1H-pyrazole-3-carboxamide